C(C)(C)(C)C1=CC=C(C=N1)NCC#CC=1N(C2=CC=C(C=C2C1)CNC1=CNOC=C1)CC 6-Tert-butyl-N-[3-(1-ethyl-5-{[(oxazin-4-yl)amino]methyl}-1H-indol-2-yl)prop-2-yn-1-yl]pyridin-3-amine